C1(CC1)C(=O)NC1=CC(=C(N=N1)C(=O)NC([2H])([2H])[2H])NC1=C(C(=CC=C1)C1=NC(=NO1)[C@H](CO)NC(C)=O)OC 6-Cyclopropanecarboxamido-4-[(3-{3-[(1R)-1-acetamido-2-hydroxyethyl]-1,2,4-oxadiazol-5-yl}-2-methoxyphenyl)amino]-N-(2H3)methylpyridazine-3-carboxamide